2-[6-[[6-(4-chlorobutoxy)-2-pyridyl]amino]-1-(methylamino)-2,7-naphthyridin-4-yl]-1,3-benzoxazol-5-ol ClCCCCOC1=CC=CC(=N1)NC=1C=C2C(=CN=C(C2=CN1)NC)C=1OC2=C(N1)C=C(C=C2)O